2-(Dimethylamino)-N-[3-({5-ethynyl-8-methyl-7-oxopyrido[2,3-d]pyrimidin-2-yl}amino)phenyl]-N-methylacetamide CN(CC(=O)N(C)C1=CC(=CC=C1)NC=1N=CC2=C(N1)N(C(C=C2C#C)=O)C)C